COC1=CC=C(C=C1)C=CS(=O)(=O)C1=CC=CC=C1 1-methoxy-4-(2-(phenylsulfonyl)vinyl)benzene